OC(CCCCCCCC(=O)O)CCCCCCCCCCCCCCCC 9-Hydroxy-pentacosanoic acid